O(CC)C=1C(=C(C(=C(C1)C(=C(C1=CC=CC=C1)C1=CC=CC=C1)C1=CC=CC=C1)OCC)OCC)OCC tetraethoxyl-tetraphenyl-ethylene